3-[2-(3-fluoro-3-methyl-azetidin-1-yl)-2-oxo-ethyl]-5-(m-tolyl)-7-(oxetan-3-yl)pyrrolo[2,1-f][1,2,4]triazin-4-one FC1(CN(C1)C(CN1C=NN2C(C1=O)=C(C=C2C2COC2)C=2C=C(C=CC2)C)=O)C